(R)-2-amino-N-(1-(3,5-dicyano-4-ethyl-6-((4-(N-methylmethanesulfonamido)benzyl)thio)pyridin-2-yl)piperidin-4-yl)propionamide N[C@@H](C(=O)NC1CCN(CC1)C1=NC(=C(C(=C1C#N)CC)C#N)SCC1=CC=C(C=C1)N(S(=O)(=O)C)C)C